phenyl-(E)-6-(4-hydroxy-6-methoxy-7-methyl-3-oxo-1,3-dihydroisobenzofuran-5-yl)-4-methylhex-4-enoic acid C1(=CC=CC=C1)C(C(=O)O)C\C(=C\CC=1C(=C2C(OCC2=C(C1OC)C)=O)O)\C